2-[(E)-styryl]-4,4,5,5-tetramethyl-1,3,2-dioxaborolane C(=C\C1=CC=CC=C1)/B1OC(C(O1)(C)C)(C)C